C12CN(CC(N1)C2)C2=CC=C(C(=N2)C2CC2)NC2=NC=C(C(=N2)C2=CC1=C(C(N(CCS1(=O)=O)C)=O)S2)C(F)(F)F 7-(2-((6-(3,6-diazabicyclo[3.1.1]heptan-3-yl)-2-cyclopropylpyridin-3-yl)amino)-5-(trifluoromethyl)pyrimidin-4-yl)-4-methyl-3,4-dihydrothieno[2,3-f][1,4]thiazepin-5(2H)-one 1,1-dioxide